2-(1-cyclobutyl-1,3-benzodiazol-2-yl)-5-hydroxy-3-methyl-6-(4,5,6,7-tetrahydro-1,3-benzoxazol-2-yl)pyrimidin-4-one C1(CCC1)N1C(=NC2=C1C=CC=C2)C2=NC(=C(C(N2C)=O)O)C=2OC1=C(N2)CCCC1